C1CCN(CC1)C(=S)S piperidine-1-dithiocarboxylic acid